N-(5-(tetrahydro-2H-pyran-4-yloxy)pyridin-2-ylcarbamothioyl)benzamide O1CCC(CC1)OC=1C=CC(=NC1)NC(=S)NC(C1=CC=CC=C1)=O